C(C)(=O)SC(C(=O)O)(C)CC1=CC2=CC=CC=C2C=C1 (acetylthio)-2-(naphthalen-2-ylmethyl)propionic acid